C(C)(C)(C)OC(N[C@@H]1C(NC(C1)=O)=O)=O (S)-(2,5-dioxopyrrolidin-3-yl)carbamic acid tert-butyl ester